[Mg+2].[Mg+2].[Mg+2].[P-3].[P-3] Trimagnesium diphosphide